4-(6-(4-aminopiperidin-1-yl)-4-hydroxy-3-(3-hydroxy-4-(trifluorometh-oxy)phenyl)pyridin-2-yl)-2-fluorobenzonitrile hydrochloride Cl.NC1CCN(CC1)C1=CC(=C(C(=N1)C1=CC(=C(C#N)C=C1)F)C1=CC(=C(C=C1)OC(F)(F)F)O)O